5-[4-(2,3-dihydro-1,4-dioxa-5-aza-7-naphthylamino)-2-pyrimidinylamino]-2-[(1s,3s)-3-(dimethylamino)cyclobutoxy]benzonitrile O1CCOC2=NC=C(C=C12)NC1=NC(=NC=C1)NC=1C=CC(=C(C#N)C1)OC1CC(C1)N(C)C